NC1=NN(C=C1C=1C=C2CCNC(C2=CC1)=O)C=1C=C(C=CC1)N(C(C=C)=O)C N-(3-(3-amino-4-(1-oxo-1,2,3,4-tetrahydroisoquinolin-6-yl)-1H-pyrazol-1-yl)phenyl)-N-methylacrylamide